3-(aminomethyl)-4-(trifluoromethyl)benzonitrile NCC=1C=C(C#N)C=CC1C(F)(F)F